(1R,2S,5S)-N-[cyano(triazolo[1,5-a]pyridin-6-yl)methyl]-3-[(2S)-3,3-dimethyl-2-[(2,2,2-trifluoroacetyl)amino]butanoyl]-6,6-dimethyl-3-azabicyclo[3.1.0]hexane-2-carboxamide C(#N)C(NC(=O)[C@@H]1[C@H]2C([C@H]2CN1C([C@H](C(C)(C)C)NC(C(F)(F)F)=O)=O)(C)C)C=1C=CC=2N(C1)N=NC2